ClC1=CC=C2C(=NC=3N(C2=C1)C=NN3)N(C=3C=C(C=CC3)C#CC3(CC(C3)(F)F)O)C 1-((3-((8-chloro-[1,2,4]triazolo[4,3-a]quinazolin-5-yl)(methyl)amino)phenyl)ethynyl)-3,3-difluorocyclobutan-1-ol